COC=1C(=C(C(=CC1)C)C1=CC2=C(N=C(N=C2)S(=O)(=O)C)N2C1=NN=C2)C 6-(3-methoxy-2,6-dimethylphenyl)-2-(methylsulfonyl)-[1,2,4]triazolo[4',3':1,6]pyrido[2,3-d]pyrimidine